1-(4-benzyl-2-(4-methoxyphenyl)-3,5-dioxo-2,3,4,5-tetrahydro-1,2,4-triazine-6-carbonyl)piperidine-3-carboxylic acid ethyl ester C(C)OC(=O)C1CN(CCC1)C(=O)C=1C(N(C(N(N1)C1=CC=C(C=C1)OC)=O)CC1=CC=CC=C1)=O